NC1=NN2C(C=C(C=C2)C=2C=C(C(=NC2)C)C(=O)NCC2=C(C=CC=C2)OC(C(F)F)(F)F)=N1 5-{2-amino-[1,2,4]triazolo[1,5-a]pyridin-7-yl}-2-methyl-N-{[2-(1,1,2,2-tetrafluoroethoxy)phenyl]methyl}pyridine-3-carboxamide